FC1=CC=C2C=CC(N(C2=C1C[C@@H](CNC[C@H]1CN(C(O1)=O)C=1C=CC=2OCC(NC2N1)=O)O)C)=O 6-((S)-5-((((S)-3-(7-fluoro-1-methyl-2-oxo-1,2-dihydroquinolin-8-yl)-2-hydroxypropyl)amino)methyl)-2-oxoOxazolidin-3-yl)-2H-pyrido[3,2-b][1,4]Oxazin-3(4H)-one